IC=1C=NN2C1C=CC(=C2)C(C)(C)C2=NC(=NO2)C 5-[1-(3-iodopyrazolo[1,5-a]pyridin-6-yl)-1-methyl-ethyl]-3-methyl-1,2,4-oxadiazole